2,6-dimethyl-4-tert-butyl-phenyl-sulfur trifluoride CC1=C(C(=CC(=C1)C(C)(C)C)C)S(F)(F)F